(1R,5S)-2-chloromethyl-2-methyl-1-(1H-1,2,4-triazol-1-ylmethyl)cyclopentanol ClCC1([C@@](CCC1)(O)CN1N=CN=C1)C